BrC1=C(C=C(C=C1)CC(=O)O)S(NCC)(=O)=O 2-[4-bromo-3-(ethylsulfamoyl)phenyl]Acetic acid